N1C=NC(=C1)C(=O)N 1H-imidazol-4-carboxamid